C(C)(C)(C)OC([C@@H](CC=1C=C(C=C(C1)F)CC(=O)O)[C@@H]1CN(CC1)C(=O)OC(C)(C)C)=O 2-(3-((S)-3-(tert-butoxy)-2-((R)-1-(tert-butoxycarbonyl)pyrrolidin-3-yl)-3-oxopropyl)-5-fluorophenyl)acetic acid